(9H-fluoren-9-yl)methyl (S)-2-((2-((tertbutoxy carbonyl)amino)ethyl)carbamoyl)pyrrolidine-1-carboxylate C(C)(C)(C)OC(=O)NCCNC(=O)[C@H]1N(CCC1)C(=O)OCC1C2=CC=CC=C2C=2C=CC=CC12